ClC1=CC=C(C(=N1)C#N)N[C@H](C)C1=CC(=CC=2C(C=C(OC21)SCC)=O)C 6-chloro-3-[[(1R)-1-(2-ethylsulfanyl-6-methyl-4-oxo-benzopyran-8-yl)ethyl]amino]pyridine-2-carbonitrile